NOCC(=O)N1CCC(CC1)C1CCN(CC1)CC1=CC=C(CN2C3=NC(=NC(=C3NC2=O)NC(C)=O)OCCCC)C=C1 N-(9-(4-((1'-(2-(aminooxy)acetyl)-4,4'-bipiperidin-1-yl)methyl)benzyl)-2-butoxy-8-oxo-8,9-dihydro-7H-purin-6-yl)acetamide